NC1=NC=C(C=2N=C(N=CC21)NC2CCC(CC2)OCC)C=2C(=C(C=CC2)O)F (5-amino-2-(((1R,4R)-4-ethoxycyclohexyl)amino)pyrido[4,3-d]pyrimidin-8-yl)-2-fluorophenol